(R)-N-(pyrrolidin-3-yl)-8-(trifluoromethyl)quinolin-6-amine hydrochloride Cl.N1C[C@@H](CC1)NC=1C=C2C=CC=NC2=C(C1)C(F)(F)F